3-(4-(4-(2-(1-(4-Bromophenyl)azetidin-3-yl)ethyl)piperazin-1-yl)phenyl)piperidine-2,6-dione BrC1=CC=C(C=C1)N1CC(C1)CCN1CCN(CC1)C1=CC=C(C=C1)C1C(NC(CC1)=O)=O